(2R,4R)-1-cyano-N-[2-(cyclohexylamino)-2-oxo-1-(3-pyridyl)ethyl]-N-(4-cyclopropyl-3-fluoro-phenyl)-4-hydroxy-pyrrolidine-2-carboxamide C(#N)N1[C@H](C[C@H](C1)O)C(=O)N(C1=CC(=C(C=C1)C1CC1)F)C(C(=O)NC1CCCCC1)C=1C=NC=CC1